4-(((1R,3R,4R)-3-hydroxy-4-methylcyclohexyl)amino)-6-((3-hydroxycyclohexyl)amino)nicotinamide O[C@@H]1C[C@@H](CC[C@H]1C)NC1=CC(=NC=C1C(=O)N)NC1CC(CCC1)O